2,6-dichloro-4-iodo-3-methylpyridine ClC1=NC(=CC(=C1C)I)Cl